N-[4-[2-[2-[[5-tert-butyl-2-(p-tolyl)pyrazol-3-yl]carbamoylamino]thiazol-5-yl]ethyl]-2-pyridyl]-3-methoxy-propanamide C(C)(C)(C)C=1C=C(N(N1)C1=CC=C(C=C1)C)NC(=O)NC=1SC(=CN1)CCC1=CC(=NC=C1)NC(CCOC)=O